6-(1H-indazol-6-yl)-N-(3-isopropoxy-4-morpholinophenyl)-[1,2,4]triazolo[1,5-a]pyrazin-8-amine N1N=CC2=CC=C(C=C12)C=1N=C(C=2N(C1)N=CN2)NC2=CC(=C(C=C2)N2CCOCC2)OC(C)C